NC1=CC=C(C(=C1C(=O)C1=C(C=CC=C1)F)Cl)Cl (6-amino-2,3-dichloro-phenyl)-(2-fluorophenyl)methanone